(S)-6-(3-methyl-1H-pyrrolo[2,3-B]pyridin-5-yl)-2-(methylsulfonyl)-8-(pyrrolidin-2-yl)-1,2,3,4-tetrahydroisoquinoline CC1=CNC2=NC=C(C=C21)C=2C=C1CCN(CC1=C(C2)[C@H]2NCCC2)S(=O)(=O)C